4-(3-(dimethylamino)propoxy)-N-(3-(2-oxopyrrolidin-1-yl)propyl)benzenesulfonamide CN(CCCOC1=CC=C(C=C1)S(=O)(=O)NCCCN1C(CCC1)=O)C